COC1=C(C(=CC=C1)OC)N1C(=NN=C1C1=NC(=CC=C1)OCC)C(=O)NS(=O)(=O)[C@H](C)C1=CC=CC=C1 (R)-4-(2,6-dimethoxyphenyl)-5-(6-ethoxypyridin-2-yl)-N-((1-phenylethyl)sulfonyl)-4H-1,2,4-triazole-3-carboxamide